di(o-chlorobenzoyl) peroxide ClC1=C(C(=O)OOC(C2=C(C=CC=C2)Cl)=O)C=CC=C1